NC(C(=O)O)(CCCCB(O)O)C1CCN(CC1)CCCC1=CC=C(C=C1)Cl 2-amino-6-borono-2-(1-(3-(4-chlorophenyl)propyl)piperidin-4-yl)hexanoic acid